1-n-pentanol C(CCCC)O